(S)-N-(5-(cyclopropylmethoxy)pyridin-2-yl)-2-(4,4-difluoro-3-(6-oxo-1,6-dihydropyridin-3-yl)piperidin-1-yl)-2-methylpropanamide C1(CC1)COC=1C=CC(=NC1)NC(C(C)(C)N1C[C@@H](C(CC1)(F)F)C1=CNC(C=C1)=O)=O